methylenebis(4,1-phenylene) dicarbamate C(N)(OC1=CC=C(C=C1)CC1=CC=C(C=C1)OC(N)=O)=O